COC(C(C)(F)C1=C(C(=CC=C1)Cl)C)=O 2-(3-Chloro-2-methyl-phenyl)-2-fluoro-propionic acid methyl ester